C(C1=CC=CC=C1)OC(=O)NCCOCCOCCOCCOCCOCCOCCOCCOCCOC1=CC(=C(OC2=C(C=C(C(=O)OC)C=C2)Br)C(=C1)C)C methyl 4-{4-[(26-{[(benzyloxy)carbonyl]amino}-3,6,9,12,15,18,21,24-octaoxahexacosan-1-yl)oxy]-2,6-dimethylphenoxy}-3-bromobenzoate